BrC1=CC=C(C=N1)N1N=C2C(=C1)C(NC2)=O 2-(6-bromopyridin-3-yl)-5,6-dihydropyrrolo[3,4-c]pyrazol-4(2H)-one